5,6-dihydrocyclopenta[d][1,2,3]triazole N=1N=NC=2C1CCC2